6-chloro-2-methyl-4H-3,1-benzoxazine ClC=1C=CC2=C(COC(=N2)C)C1